N4-(4-(((tert-butyldimethylsilyl)oxy)methyl)-benzyl)quinoline-3,4-diamine [Si](C)(C)(C(C)(C)C)OCC1=CC=C(CNC2=C(C=NC3=CC=CC=C23)N)C=C1